S=C1N(CC2=CC(=CC=C12)CN1CCN(CC1)C1=NC=C(C=C1)C(F)(F)F)C1C(NC(CC1)=O)=O 3-(1-thioxo-5-((4-(5-(trifluoromethyl)pyridin-2-yl)piperazin-1-yl)methyl)isoindolin-2-yl)piperidine-2,6-dione